4-(2-((4-(methylsulfonyl)piperazin-1-yl)methyl)-5-(3-(m-tolyl)-1H-pyrazol-1-yl)-3H-imidazo[4,5-b]pyridin-7-yl)morpholine CS(=O)(=O)N1CCN(CC1)CC1=NC=2C(=NC(=CC2N2CCOCC2)N2N=C(C=C2)C=2C=C(C=CC2)C)N1